N4-(2-fluorobenzyl)-N2-isopropylthieno[3,2-d]pyrimidine-2,4-diamine FC1=C(CNC=2C3=C(N=C(N2)NC(C)C)C=CS3)C=CC=C1